C(N)(=O)[C@@H]1N(C(CC1)=O)C(=O)OC(C)(C)C Tert-butyl (R)-2-carbamoyl-5-oxopyrrolidine-1-carboxylate